1-(2-bromo-4-chlorophenyl)-4-(difluoromethyl)-1H-imidazole BrC1=C(C=CC(=C1)Cl)N1C=NC(=C1)C(F)F